(4-{8-chloro-7-[(7-fluoro-2-methyl-1H-1,3-benzodiazol-6-yl)oxy]quinoxalin-2-yl}-1H-pyrazol-1-yl)-2-methylpropan-2-ol ClC=1C(=CC=C2N=CC(=NC12)C=1C=NN(C1)CC(C)(O)C)OC=1C=CC2=C(NC(=N2)C)C1F